C(C)C(CC=1SC=CC1CC(CCCC)CC)CCCC 2,3-bis(2-ethylhexyl)thiophene